COC1=C2C(=NN(C2=CC=C1C(C(F)(F)F)OC([2H])([2H])[2H])C)N 4-Methoxy-1-methyl-5-(2,2,2-trifluoro-1-(methoxy-d3)ethyl)-1H-indazol-3-amine